C[C@H]1[C@H](CN(CC1)C(CC#N)=O)N(C=1C2=C(N=CN1)NC=C2)C 3-((3R,4R)-4-methyl-3-[methyl(7H-pyrrolo[2,3-d]pyrimidine-4-yl)amino]piperidin-1-yl)-3-oxopropionitrile